N6-(2-methoxy-4-morpholinophenyl)-3-(1-methyl-1H-pyrazol-3-yl)-N4-(tetrahydro-2H-pyran-4-yl)-1H-pyrazolo[3,4-d]pyrimidine-4,6-diamine COC1=C(C=CC(=C1)N1CCOCC1)NC1=NC(=C2C(=N1)NN=C2C2=NN(C=C2)C)NC2CCOCC2